N[C@@H]([C@@H](C)CC)C(=O)O anti-L-isoleucine